FC1(CC2(C1)CNCC2)F 2,2-difluoro-6-azaspiro[3.4]octane